(R)-2-((2,2-dimethoxyethyl)amino)-N-(3,4-dimethoxyphenethyl)-4,4-dimethylvaleramide COC(CN[C@@H](C(=O)NCCC1=CC(=C(C=C1)OC)OC)CC(C)(C)C)OC